(E)-1-(3,4-difluorophenyl)-3-(dimethylamino)prop-2-en-1-one FC=1C=C(C=CC1F)C(\C=C\N(C)C)=O